N-[4-(2-cyclobutylphenyl)-6-(3-hydroxy-3-methyl-butoxy)pyrimidin-2-yl]-1-methyl-pyrazole-4-sulfonamide C1(CCC1)C1=C(C=CC=C1)C1=NC(=NC(=C1)OCCC(C)(C)O)NS(=O)(=O)C=1C=NN(C1)C